FC(C1=C(OC=2C=C3CCCC(C3=CC2)=O)C=CC=C1)(F)F 6-[2-(trifluoromethyl)phenoxy]-1,2,3,4-tetrahydronaphthalen-1-one